C[Si](C#CC1=CC(=C(C(=C1)F)F)F)(C)C trimethyl((3,4,5-trifluorophenyl)ethynyl)silane